(R)-2-(3-(3,3-difluoro-1-(4-methyl-4H-1,2,4-triazol-3-yl)cyclopentyl)phenyl)-6-(((1-methylcyclobutyl)amino)methyl)-4-(trifluoromethyl)isoindolin-1-one FC1(C[C@@](CC1)(C1=NN=CN1C)C=1C=C(C=CC1)N1C(C2=CC(=CC(=C2C1)C(F)(F)F)CNC1(CCC1)C)=O)F